Dicalcium phosphat-dihydrat O.O.P(=O)([O-])([O-])[O-].[Ca+2].[Ca+2]